2-(2-bromo-5-chlorothiazol-4-yl)propan-2-ol BrC=1SC(=C(N1)C(C)(C)O)Cl